tert-butyl 5-[4-(trifluoromethoxy)phenyl]-1H,2H,3H,4H,5H,6H-pyrrolo[3,4-c]pyrrole-2-carboxylate tert-Butyl-1H,2H,3H,4H,5H,6H-pyrrolo[3,4-c]pyrrole-2-carboxylate hydrochloride Cl.C(C)(C)(C)OC(=O)N1CC=2CNCC2C1.FC(OC1=CC=C(C=C1)N1CC2=C(C1)CN(C2)C(=O)OC(C)(C)C)(F)F